C(C)(C)(C)OC(=O)N1CCC(CC1)C=1C=NC(=CC1OC)N 6-amino-4-methoxy-3',4',5',6'-tetrahydro-2'H-[3,4']bipyridinyl-1'-carboxylic acid tert-butyl ester